FC1=C(C=C2C=C(C=NC2=C1)C=1C=NN(C1)C)CN (7-fluoro-3-(1-methyl-1H-pyrazol-4-yl)quinolin-6-yl)methylamine